Ethyl 3-[6-(cyclopropyl-amino)-2-fluoropyridin-3-yl]-6,7-dihydro-5H-pyrazolo[5,1-b][1,3]oxazine-2-carboxylate C1(CC1)NC1=CC=C(C(=N1)F)C=1C(=NN2C1OCCC2)C(=O)OCC